The molecule is a flavanone glycoside that is butin substituted by two beta-D-glucopyranosyl residues at positions 7 and 3' respectively. It has a role as an anti-inflammatory agent and a plant metabolite. It is a flavanone glycoside, a monohydroxyflavanone and a member of 4'-hydroxyflavanones. It derives from a butin. C1[C@H](OC2=C(C1=O)C=CC(=C2)O[C@H]3[C@@H]([C@H]([C@@H]([C@H](O3)CO)O)O)O)C4=CC(=C(C=C4)O)O[C@H]5[C@@H]([C@H]([C@@H]([C@H](O5)CO)O)O)O